3,7-diamino-10H-phenothiazinium NC=1C=CC=2[NH2+]C3=CC=C(C=C3SC2C1)N